NC=1SC2=C(N1)C=CC(=C2)C=2C(=NC=C(C(=O)NC(C)C1=C(C=CC=C1)OC(F)(F)F)C2)C 5-(2-aminobenzo[d]thiazol-6-yl)-6-methyl-N-(1-(2-(trifluoromethoxy)phenyl)ethyl)nicotinamide